BrC1=CN=C(C=2N1C=CN2)NC2=CC=C(C=C2)N2CCN(CC2)C(=O)OC(C)(C)C tert-butyl 4-[4-[(5-bromoimidazo[1,2-a]pyrazin-8-yl)amino]phenyl]piperazine-1-carboxylate